6-((cyclopropylmethyl)amino)-2-methylquinazolin C1(CC1)CNC=1C=C2C=NC(=NC2=CC1)C